titanium butoxide (butoxide) [O-]CCCC.[O-]CCCC.[Ti+2]